ethyl 1-(3-(((tert-butoxycarbonyl)amino)methyl)phenyl)-3-methyl-1H-pyrazole-5-carboxylate C(C)(C)(C)OC(=O)NCC=1C=C(C=CC1)N1N=C(C=C1C(=O)OCC)C